C(#N)/C(/C(=O)NCC(CO)O)=C(/C)\C1=CC2=CC=C(C=C2C=C1)N1CCCCC1 (E)-2-cyano-N-(2,3-dihydroxypropyl)-3-(6-(piperidin-1-yl)naphthalen-2-yl)but-2-enamide